trimethylamine iron [Fe].CN(C)C